C(C)OC(NC(CC#N)=O)=O.FC1=C(C=CC=C1C)[C@@H]1N(OCC1)C1=CC(=NC=N1)NC=1C(=CC(=C(C1)NC(C=C)=O)N1CCN(CC1)C)OC N-(5-((6-((R)-3-(2-fluoro-3-methylphenyl)isoxazolidine-2-yl)pyrimidine-4-yl)amino)-4-methoxy-2-(4-methylpiperazine-1-yl)phenyl)acrylamide ethyl-N-(2-cyanoacetyl)carbamate